1-propyl-3-methyl-Imidazole-bistrifluoromethanesulfonimide salt [N-](S(=O)(=O)C(F)(F)F)S(=O)(=O)C(F)(F)F.C(CC)N1CN(C=C1)C